2-[2-chloro-5-(2-phenylethynyl)-1,3-thiazol-4-yl]-2,2-difluoroacetic acid ClC=1SC(=C(N1)C(C(=O)O)(F)F)C#CC1=CC=CC=C1